ClC1=CC(=NC(=N1)N1C=NC=C1)C(=O)NC1CCC(CC1)OC 6-chloro-2-(1H-imidazol-1-yl)-N-((1r,4r)-4-methoxycyclohexyl)pyrimidine-4-carboxamide